C1(=C(C=CC=C1)P(C1=CC=CC=C1)C1=CC=CC=C1)P(C1=CC=CC=C1)C1=CC=CC=C1 1,2-phenylenebis(diphenylphosphine)